7-fluoro-2-methylquinazolin FC1=CC=C2C=NC(=NC2=C1)C